hexyl ((R)-4-amino-2-methyl-1,4-dioxo-1-(phenethylamino)butan-2-yl)carbamate NC(C[C@@](C(NCCC1=CC=CC=C1)=O)(C)NC(OCCCCCC)=O)=O